4-amino-1-methoxy-3-(methylamino)-6-(trifluoromethyl)pyridin-2-one NC1=C(C(N(C(=C1)C(F)(F)F)OC)=O)NC